N=[Pd] aza-carbene palladium